endo-methyl-d-galacturonate COC([C@H]([C@@H]([C@@H]([C@H](C=O)O)O)O)O)=O